2-amino-N-(2-(3,4-dihydro-isoquinolin-2(1H)-yl)ethyl)-3-(1H-indol-3-yl)propylamine NC(CNCCN1CC2=CC=CC=C2CC1)CC1=CNC2=CC=CC=C12